tert-butyl (3-(4-amino-3-(methylamino)phenoxy)propyl)(methyl)carbamate NC1=C(C=C(OCCCN(C(OC(C)(C)C)=O)C)C=C1)NC